4-benzyloxycarbonyl-1-tert-butoxycarbonyl-piperazine-2-carboxylic acid C(C1=CC=CC=C1)OC(=O)N1CC(N(CC1)C(=O)OC(C)(C)C)C(=O)O